2-amino-3-(6-fluoroquinolin-4-yl)propanoic acid NC(C(=O)O)CC1=CC=NC2=CC=C(C=C12)F